3,7-diamino-2,8-dimethyldibenzothiophene 5,5-dioxide NC=1C(=CC2=C(S(C3=C2C=C(C(=C3)N)C)(=O)=O)C1)C